(R)-N-(3-(2-((2-Fluoro-3-(methylsulfonyl)phenyl)amino)-5-methylpyrimidin-4-yl)-1H-indol-7-yl)-3-methoxy-2-(4-methyl-1,4-diazepan-1-yl)propanamid FC1=C(C=CC=C1S(=O)(=O)C)NC1=NC=C(C(=N1)C1=CNC2=C(C=CC=C12)NC([C@@H](COC)N1CCN(CCC1)C)=O)C